6-methoxy-N-[(1s,4s)-4-{[2-(trifluoromethyl)quinolin-4-yl]amino}cyclohexyl]pyridine-2-carboxamide COC1=CC=CC(=N1)C(=O)NC1CCC(CC1)NC1=CC(=NC2=CC=CC=C12)C(F)(F)F